FC=1C=C2N=C(C=3N(C2=CC1C(=O)OC)C=NC3C)NCC3=CC=C(C=C3)OC methyl 7-fluoro-4-((4-methoxybenzyl) amino)-3-methylimidazo[1,5-a]quinoxaline-8-carboxylate